2-[6-[[2-keto-5-(trifluoromethyl)-1H-pyridin-3-yl]methyl]-2-azaspiro[3.3]heptane-2-carbonyl]-2,5-diazaspiro[3.4]octan-6-one O=C1NC=C(C=C1CC1CC2(CN(C2)C(=O)N2CC3(C2)NC(CC3)=O)C1)C(F)(F)F